FC(S(=O)(=O)OC=1CCN(CC1)C(=O)OCCCC)(F)F Butyl 4-(((trifluoromethyl)sulfonyl)oxy)-3,6-dihydropyridine-1(2H)-carboxylate